(2-oxo-2-(2-(2,2,2-trifluoroacetyl)hydrazino)ethyl)carbamic acid tert-butyl ester C(C)(C)(C)OC(NCC(NNC(C(F)(F)F)=O)=O)=O